trimethoxyborane COB(OC)OC